C1(CCCCC1)S(=O)(=O)N1[C@@H](CCCC1)C=1OC(=C(N1)C(=O)O)C (S)-2-(1-(Cyclohexylsulfonyl)piperidin-2-yl)-5-methyl-oxazole-4-carboxylic acid